ClC1=NC(=CC(=C1C(=O)NC=1SC2=C(N1)C=C(C=C2)O)C2=CC=NC=C2OC)C chloro-N-(5-hydroxy-1,3-benzothiazol-2-yl)-5'-methoxy-6-methyl-[4,4'-bipyridine]-3-carboxamide